(2R)-2-[3-({1,3-benzoxazol-2-yl[3-(4-methoxyphenoxy)propyl]amino}methyl)phenoxy]butanoic acid O1C(=NC2=C1C=CC=C2)N(CCCOC2=CC=C(C=C2)OC)CC=2C=C(O[C@@H](C(=O)O)CC)C=CC2